Phenyldithiole C1(=CC=CC=C1)C1SSC=C1